2-methyl-2H-benzo[d][1,2,3]triazole CN1N=C2C(=N1)C=CC=C2